Cl.N1(CCNCC1)C(C)C1=CC=C(C=C1)C1=CN(C=2N=C(N=CC21)NCCC(F)(F)F)[C@@H]2CC[C@H](CC2)O trans-4-(5-[4-[1-(piperazin-1-yl)ethyl]phenyl]-2-[(3,3,3-trifluoropropyl)amino]-7H-pyrrolo[2,3-d]pyrimidin-7-yl)cyclohexan-1-ol hydrochloride